(2-methylpyridin-1-ium-1-yl)trihydroborate [B-][N+]1=CC=CC=C1C